C1(CCC1)[C@@H](C1=NN=CN1C)C1=CC(=CC=C1)B1OC(C(O1)(C)C)(C)C (R)-3-(cyclobutyl(3-(4,4,5,5-tetramethyl-1,3,2-dioxaborolan-2-yl)phenyl)-methyl)-4-methyl-4H-1,2,4-triazole